N1CCC[C@H]2CCCC[C@H]12 (4aR,8aS)-decahydroquinoline